alpha-methylbenzyl-ammonium iodide [I-].CC(C1=CC=CC=C1)[NH3+]